FC1=C(C(=O)N2CCC(CC2)CNC2=NC=C(C=N2)C(=O)O)C=C(C=C1)CC1=NNC(C2=CC=CC=C12)=O ((1-(2-fluoro-5-((4-oxo-3,4-dihydro-phthalazin-1-yl)methyl)benzoyl)piperidin-4-yl)methylamino)pyrimidine-5-carboxylic acid